CS(=O)(=O)[N-]C1=CC(=CC=C1)[C@@H](CCN1CCC(CC1)N1C=NC=C1)NC(=O)C1=CC=2C(=NC=3CC[C@@H](CC3C2)C(C)(C)C)S1 |r| methylsulfonyl-[3-[rac-(1R)-3-(4-imidazol-1-yl-1-piperidyl)-1-[[rac-(6S)-6-tert-butyl-5,6,7,8-tetrahydrothieno[2,3-b]quinoline-2-carbonyl]amino]propyl]phenyl]azanide